O=C(CCCN1C(CCC1)C(=O)N)C1=CC=C(C=C1)OC1=CC=CC=C1 1-(4-oxo-4-(4-phenoxyphenyl)butyl)pyrrolidine-2-carboxamide